O=C(C)CC 2-oxobutan